N1(C2=C(OCCC1)N=C1C(=C2)C=CN1)C1=C(C(=O)NS(=O)(=O)C2=CC(=C(C=C2)NCC2CC(C2)(COC)F)[N+](=O)[O-])C=CC=C1 2-(3,4-dihydro-2H-pyrrolo[3',2':5,6]pyrido[2,3-b][1,4]oxazepin-1(7H)-yl)-N-((4-((((1r,3r)-3-fluoro-3-(methoxymethyl)cyclobutyl)methyl)amino)-3-nitrophenyl)sulfonyl)benzamide